ClC=1C=C(C=C(C1OC=1N=NC(=C(C1)C1CCC1)Cl)Cl)NN 2-(3,5-dichloro-4-((6-chloro-5-cyclobutylpyridazin-3-yl)oxy)phenyl)hydrazine